tert-butyl 4-(3-(4-(difluoromethoxy)-6-methylpyridin-3-yl)-1-(2-isopropylphenyl)ureido)piperidine-1-carboxylate FC(OC1=C(C=NC(=C1)C)NC(N(C1=C(C=CC=C1)C(C)C)C1CCN(CC1)C(=O)OC(C)(C)C)=O)F